C(C)(C)C=1C=NN2C1N=C(C=C2NC2CCN(CC2)C(=O)OCC2(CNC2)F)C=2C=NC(=NC2)OC (3-fluoroazetidin-3-yl)methyl 4-((3-isopropyl-5-(2-methoxypyrimidin-5-yl)pyrazolo[1,5-a]pyrimidin-7-yl)amino)piperidine-1-carboxylate